(S)-(2,7-Dimethyl-3-(1-methyl-5-(trifluoromethyl)-1H-pyrazol-3-yl)-2,4,5,7-tetrahydro-6H-pyrazolo[3,4-c]pyridin-6-yl)(4-methylbenzo[d]thiazol-6-yl)methanone CN1N=C2[C@@H](N(CCC2=C1C1=NN(C(=C1)C(F)(F)F)C)C(=O)C1=CC2=C(N=CS2)C(=C1)C)C